ClC1=CC(=C(C=C1Cl)C1C(CNCC1)C(=O)N)O 4-(4,5-dichloro-2-hydroxyphenyl)piperidine-3-carboxamide